ClC=1C=CC=C2C=CC=C(C12)B(F)F.[K] potassium (8-chloronaphthalen-1-yl)difluoroborane